OCCC1=CC=C(CN2N=CC(=C2)C(=O)OCC)C=C1 ethyl 1-(4-(2-hydroxyethyl)benzyl)-1H-pyrazole-4-carboxylate